1-(4-fluorophenyl)-2-methylpropan-2-en-1-ol FC1=CC=C(C=C1)C(C(=C)C)O